3-(6-(trifluoromethyl)pyridin-2-yl)bicyclo[1.1.1]Pentane-1-amine hydrochloride Cl.FC(C1=CC=CC(=N1)C12CC(C1)(C2)N)(F)F